N-((1R,2R)-2-((tert-butyldimethylsilyl)oxy)cyclopentyl)-4-(trifluoromethyl)thiazol-2-amine [Si](C)(C)(C(C)(C)C)O[C@H]1[C@@H](CCC1)NC=1SC=C(N1)C(F)(F)F